N1N=CC(=C1)C=1C=C(C=C(C1)C(F)(F)F)C=1C=C2CCN(C(C2=CC1)=O)C=1C=CC(=C(C1)NS(=O)(=O)C)O N-(5-(6-(3-(1H-pyrazol-4-yl)-5-(trifluoromethyl)phenyl)-1-oxo-3,4-dihydroisoquinolin-2(1H)-yl)-2-hydroxyphenyl)methanesulfonamide